4-(2-dimethylamino-ethyl)aniline CN(CCC1=CC=C(N)C=C1)C